(1R,2R)-8-Chloro-1,2,3,4-tetrahydronaphthalin-1,2-diyl-dicarbamat ClC=1C=CC=C2CC[C@H]([C@@H](C12)NC([O-])=O)NC([O-])=O